NC=1C(=NC(=NC1)Cl)C(=O)OCC ethyl 5-amino-2-chloropyrimidine-4-carboxylate